FC=1C=C(C=C(C1)F)NC(=O)N1C2CCC1CC=1C(=NC=CC12)F (±)-N-(3,5-difluorophenyl)-1-fluoro-6,7,8,9-tetrahydro-5H-5,8-epiminocyclohepta[c]pyridine-10-carboxamide